2'-bromo-3'-chlorospiro[cyclohexane-1,4'-thieno[2,3-c]pyrrol]-6'(5'H)-one BrC1=C(C2=C(C(NC23CCCCC3)=O)S1)Cl